(S)-1-(3-((5-(4-fluorobenzoyl)-2-((4-(4-methylpiperazin-1-yl)phenyl)amino-d)pyrimidin-4-yl)amino)pyrrolidin-1-yl)-2,2-dimethylpropan-1-one FC1=CC=C(C(=O)C=2C(=NC(=NC2)N([2H])C2=CC=C(C=C2)N2CCN(CC2)C)N[C@@H]2CN(CC2)C(C(C)(C)C)=O)C=C1